N-[(1R)-1-(dicyclopropylmethyl)-2-[[5-(3,5-dimethyl-1H-pyrazol-4-yl)-6-methoxy-2-pyridyl]amino]-2-oxo-ethyl]-2-ethyl-pyrazole-3-carboxamide C1(CC1)C([C@H](C(=O)NC1=NC(=C(C=C1)C=1C(=NNC1C)C)OC)NC(=O)C=1N(N=CC1)CC)C1CC1